(R)-4-(1,4-dimethyl-1H-pyrazol-5-yl)-3-fluoro-6-(3-methylmorpholino)-N-(1H-pyrazol-5-yl)pyridin-2-amine CN1N=CC(=C1C1=C(C(=NC(=C1)N1[C@@H](COCC1)C)NC1=CC=NN1)F)C